(5S)-1-[7-[(2-amino-3-chloro-4-pyridyl)sulfanyl]-6-methyl-pyrazolo[1,5-a]pyrazin-4-yl]spiro[5,7-dihydrocyclopenta[b]pyridine-6,4'-piperidine]-5-amine NC1=NC=CC(=C1Cl)SC1=C(N=C(C=2N1N=CC2)N2C1=C(C=CC2)[C@H](C2(CCNCC2)C1)N)C